1,1,1,3,3,3-hexafluoro-propan-2-yl (R or S)-1-((6-(methylsulfonamido)pyridin-3-yl)carbamoyl)-6-azaspiro[2.5]octane-6-carboxylate CS(=O)(=O)NC1=CC=C(C=N1)NC(=O)[C@@H]1CC12CCN(CC2)C(=O)OC(C(F)(F)F)C(F)(F)F |o1:14|